3-{4-[2-(2-ethoxyethoxy)ethoxy]Phenyl}-2-(1,4,7,10-tetraazacyclododecane-1-yl)propionic acid C(C)OCCOCCOC1=CC=C(C=C1)CC(C(=O)O)N1CCNCCNCCNCC1